N-((S)-3-(3,4-dihydroisoquinolin-2(1H)-yl)-2-hydroxypropyl)-6-((1-(4-((2-(2,6-dioxopiperidin-3-yl)-1-oxoisoindolin-4-yl)amino)butan-yl)piperidin-4-yl)amino)pyrimidine-4-carboxamide C1N(CCC2=CC=CC=C12)C[C@H](CNC(=O)C1=NC=NC(=C1)NC1CCN(CC1)CCCCNC1=C2CN(C(C2=CC=C1)=O)C1C(NC(CC1)=O)=O)O